3-amino-4,6-dimethylthieno[2,3-b]pyridine-2-carboxylic acid NC1=C(SC2=NC(=CC(=C21)C)C)C(=O)O